N-(6-((3',5'-difluoro-[1,1'-biphenyl]-3-yl)methyl)-5-(1-fluorocyclopropane-1-carbonyl)-5-azaspiro[2.4]heptan-7-yl)methanesulfonamide FC=1C=C(C=C(C1)F)C1=CC(=CC=C1)CC1N(CC2(CC2)C1NS(=O)(=O)C)C(=O)C1(CC1)F